(trityl)-L-glutamine C(C1=CC=CC=C1)(C1=CC=CC=C1)(C1=CC=CC=C1)N[C@@H](CCC(N)=O)C(=O)O